C(C)OC(=O)[C@H]1NCC2(C1)CCN(CC2)C2=NC(=NC(=C2)O[C@@H](C(F)(F)F)C2=C(C=C(C=C2)Cl)C2=CC=CC=C2)N (S)-ethyl-8-(2-amino-6-((R)-1-(5-chloro-[1,1'-biphenyl]-2-yl)-2,2,2-trifluoroethoxy) pyrimidin-4-yl)-2,8-diazaspiro[4.5]decane-3-carboxylate